NC1=NC2=C(C=3N1N=C(N3)C3=NC=CC=C3)C(=C(N2CCN2CCN(CC2)C2=C(C=C(C=C2)C#N)F)C(=O)OC)Cl methyl 5-amino-9-chloro-7-(2-(4-(4-cyano-2-fluorophenyl)piperazin-1-yl)ethyl)-2-(pyridin-2-yl)-7H-pyrrolo[3,2-e][1,2,4]triazolo[1,5-c]pyrimidine-8-carboxylate